FC(C)(F)C1=NC(=CC(=N1)NC1=CC(=NC=C1C1=NN2C(COCC2)=C1)NC(C)=O)C N-(4-((2-(1,1-difluoroethyl)-6-methylpyrimidin-4-yl)amino)-5-(6,7-dihydro-4H-pyrazolo[5,1-c][1,4]oxazin-2-yl)pyridin-2-yl)acetamide